CS(=O)(=O)OCCOC1CC2(C1)CN(CC2)C(=O)OC(C)(C)C tert-butyl 2-(2-methylsulfonyloxy ethoxy)-6-azaspiro[3.4]octane-6-carboxylate